(6R,7aS)-7a-((benzyloxy)methyl)-6-fluorohexahydro-3H-pyrrolizin-3-one C(C1=CC=CC=C1)OC[C@@]12C[C@H](CN2C(CC1)=O)F